3-(chloromethyl)-5-methoxypyridine HCl Cl.ClCC=1C=NC=C(C1)OC